ClC=1C=C([N+](=CC1OC)N)N 4-chloro-5-methoxy-pyridin-1-ium-1,2-diamine